OCCC1=CC(=C2C(NC(C2=C1)=O)C1=C(C=CC=C1)C)NC(=O)C1=CSC2=C1C=CC=C2 N-[6-(2-hydroxyethyl)-3-(2-methylphenyl)-1-oxo-2,3-dihydro-1H-isoindol-4-yl]-1-benzothiophene-3-carboxamide